7-methoxy-2-methyl-N-(1-(3-nitro-5-(trifluoromethyl)phenyl)ethyl)quinazolin-4-amine COC1=CC=C2C(=NC(=NC2=C1)C)NC(C)C1=CC(=CC(=C1)C(F)(F)F)[N+](=O)[O-]